N-(3-(2-(1,1-difluoroethyl)-7-(methylthio)-2,3-dihydro-[1,4]dioxino[2,3-c]pyridin-5-yl)-1H-pyrrolo[2,3-c]pyridin-5-yl)acetamide FC(C)(F)C1OC2=C(C(=NC(=C2)SC)C2=CNC3=CN=C(C=C32)NC(C)=O)OC1